CC=1N=C2C(=NC(=NC2=NC1C)[C@@H]1C[C@@H](OCC1)C1=CC(=NC=C1)C)[C@@H]1C[C@H](C1)C(F)(F)F 6,7-dimethyl-2-((2R,4S)-2-(2-methyl-4-pyridinyl)tetrahydro-2H-pyran-4-yl)-4-(trans-3-(trifluoromethyl)cyclobutyl)pteridine